C(=C)C=1C=C(C=CC1)C=C1C(NC(C(N1)=O)=CC=1N=C(NC1C(C)C)C(CC)C1NCCOC1)=O 3-vinylphenylmethylene-6-((5-isopropyl-1-(3-morpholinyl)propylimidazol-4-yl)methylene)piperazine-2,5-dione